C(C)(C)C1=NC=CC=C1C1=NC=2N(CC(NC2C=N1)=O)CC1=CC=C(C=C1)C=1N(C=C(N1)C(F)(F)F)C 2-(2-isopropylpyridin-3-yl)-8-(4-(1-methyl-4-(trifluoromethyl)-1H-imidazol-2-yl)benzyl)-7,8-dihydro-pteridin-6(5H)-one